(S)-N'-(((S)-3-(methoxymethyl)-1,2,3,5,6,7-hexahydro-s-indacen-4-yl)carbamoyl)-2,2-dimethyl-2,3-dihydropyrazolo[5,1-b]oxazole-7-sulfonimidamide COC[C@H]1CCC2=CC=3CCCC3C(=C12)NC(=O)N=[S@@](=O)(N)C=1C=NN2C1OC(C2)(C)C